5,9-diazaspiro[5.5]undecane hydrochloride Cl.C1CCCNC12CCNCC2